4-chloro-2-(4-(6-((4-cyano-2-fluorobenzyl)oxy)pyridin-2-yl)-2,5-difluorobenzyl)-1-(4,4-dimethyltetrahydrofuran-3-yl)-1H-benzo[d]imidazole-6-carboxylic acid ClC1=CC(=CC=2N(C(=NC21)CC2=C(C=C(C(=C2)F)C2=NC(=CC=C2)OCC2=C(C=C(C=C2)C#N)F)F)C2COCC2(C)C)C(=O)O